2-iodo-1-methyl-1H-pyrrolo[2,3-c]pyridine IC1=CC=2C(=CN=CC2)N1C